N-((1-((4-chlorophenyl)sulfonyl)-5-(2-fluoropyridin-3-yl)-1H-pyrrol-3-yl)methyl)methan-d3-amine ClC1=CC=C(C=C1)S(=O)(=O)N1C=C(C=C1C=1C(=NC=CC1)F)CNC([2H])([2H])[2H]